C1(CC1)OC1=C(C(=C(C(=C1F)F)F)F)S(=O)(=O)NC1=CC(=C(C=C1)OC)F Cyclopropoxy-3,4,5,6-tetrafluoro-N-(3-fluoro-4-methoxyphenyl)benzenesulfonamide